bis(hydroxymethyl)aminopropane OCN(CO)CCC